8-(3,5-Dichlorophenyl)-7-fluoro-4-hydroxyquinoline-3-carboxylic acid ClC=1C=C(C=C(C1)Cl)C=1C(=CC=C2C(=C(C=NC12)C(=O)O)O)F